N[C@@H](CNC(=O)C1=CC=C(C(=O)OC)C=C1)C(=O)N(CCCCCCCCCCCCCC)CC(=O)OC(C)(C)C methyl (S)-4-((2-amino-3-((2-(tert-butoxy)-2-oxoethyl)(tetradecyl)amino)-3-oxopropyl)carbamoyl)benzoate